C(C)(C)(C)OC(=O)N1C(C2=CC(=CC=C2C1)C=O)CC#N 1-(cyanomethyl)-6-formyl-isoindoline-2-carboxylic acid tert-butyl ester